(S)-3-((R)-2-(hydroxymethyl)-7-oxo-2,3,7,9-tetrahydro-[1,4]oxazino[3,2-e]isoindol-8(1H)-yl)piperidine-2,6-dione OC[C@H]1NC2=C3CN(C(C3=CC=C2OC1)=O)[C@@H]1C(NC(CC1)=O)=O